9-fluoro-12-azatricyclo[6.3.1.02,7]Dodeca-2,4,6-triene hydrochloride Cl.FC1C2C3=CC=CC=C3C(CC1)N2